C1(CCC1)[S@@](=O)C=1C=C2C(=NC1)N(C=C2)C2=CC=C(C(=O)OC)C=C2 Methyl 4-[5-[(R)-cyclobutylsulfinyl]pyrrolo[2,3-b]pyridin-1-yl]benzoate